(S)-2-((((9H-fluoren-9-yl)methoxy)carbonyl)amino)-3-((3-chlorophenyl)(methyl)amino)propanoic acid C1=CC=CC=2C3=CC=CC=C3C(C12)COC(=O)N[C@H](C(=O)O)CN(C)C1=CC(=CC=C1)Cl